1-[(4,4-dimethyl-2-keto-cyclohex-1-yl)methyl]-4-tert-butoxycarbonylpiperazine CC1(CC(C(CC1)CN1CCN(CC1)C(=O)OC(C)(C)C)=O)C